N-(2-chloro-3-(1-hydroxy-2,3-dihydro-1H-inden-4-yl)phenyl)-5-isopropyl-1-methyl-4,5,6,7-tetrahydro-1H-imidazo[4,5-c]Pyridine-2-formamide ClC1=C(C=CC=C1C1=C2CCC(C2=CC=C1)O)NC(=O)C=1N(C2=C(CN(CC2)C(C)C)N1)C